(E)-2-(2-aminopyrimidin-5-yl)-3-(3-(2,6-bis(trifluoromethyl)pyridin-4-yl)-1H-1,2,4-triazol-1-yl)acrylamide NC1=NC=C(C=N1)/C(/C(=O)N)=C\N1N=C(N=C1)C1=CC(=NC(=C1)C(F)(F)F)C(F)(F)F